ClC=1C=C(C=CC1C(F)(F)F)C1(CC1)C(=N)NO 1-(3-chloro-4-(trifluoromethyl)phenyl)-N-hydroxycyclopropane-1-carboxamidine